2-(2,6-dioxopiperidin-3-yl)-5-(((1S,2R)-2-(ethylamino)-2,3-dihydro-1H-inden-1-yl)(methyl)amino)isoindoline-1,3-dione O=C1NC(CCC1N1C(C2=CC=C(C=C2C1=O)N(C)[C@@H]1[C@@H](CC2=CC=CC=C12)NCC)=O)=O